(±)-trans-4-phenyl-N-[4-(pyrid-3-yloxy)phenyl]Pyrrolidine-3-carboxamide C1(=CC=CC=C1)[C@H]1[C@@H](CNC1)C(=O)NC1=CC=C(C=C1)OC=1C=NC=CC1 |r|